N-iodoleucine IN[C@@H](CC(C)C)C(=O)O